N-[2-methyl-5-[[4-[[2-(6-methyl-2-pyridyl)pyrimidin-4-yl]amino]pyrimidin-2-yl]amino]phenyl]piperidine-4-carboxamide CC1=C(C=C(C=C1)NC1=NC=CC(=N1)NC1=NC(=NC=C1)C1=NC(=CC=C1)C)NC(=O)C1CCNCC1